cis-aconitic acid C(/C(=C/C(=O)O)/C(=O)O)C(=O)O